2-(2-quinolyl)-1H-indene-1,3(2H)-dione N1=C(C=CC2=CC=CC=C12)C1C(C2=CC=CC=C2C1=O)=O